ClC1=C(C(=CC=C1)Cl)C1=NOC(=C1CC1C[C@H](N(CC1)C=1SC2=C(N1)C(=CC(=C2)C(=O)OC)OC)C)C(C)C Methyl 2-((2R)-4-((3-(2,6-dichlorophenyl)-5-isopropylisoxazol-4-yl) methyl)-2-methylpiperidin-1-yl)-4-methoxybenzo[d]thiazole-6-carboxylate